3-(Benzyloxy)-5-hydroxy-4-(5-((1-methylazetidin-3-yl)oxy)isoindoline-2-carbonyl)benzonitrile C(C1=CC=CC=C1)OC=1C=C(C#N)C=C(C1C(=O)N1CC2=CC=C(C=C2C1)OC1CN(C1)C)O